CC1=C(N=C2N(C1=O)C=C(C=C2[C@@H](C)NC2=C(C(=O)O)C=CC=C2)C)N2CCN(CC2)C2=NC=CC=C2 (R)-2-((1-(3,7-dimethyl-4-oxo-2-(4-(pyridin-2-yl)piperazin-1-yl)-4H-pyrido[1,2-a]pyrimidin-9-yl)ethyl)amino)benzoic acid